isothiazolo[4,5-d]isothiazole S1N=CC2=C1SN=C2